C(C)(C)(C)OC(=O)N1CC(OCC1)C(C)(C)OC 2-(2-methoxypropan-2-yl)morpholine-4-carboxylic acid tert-butyl ester